[N+](=O)([O-])C1=CC=C(C=C1)CCNC1=CN=CC2=CC=CC=C12 N-(4-nitrophenylethyl)isoquinolin-4-amine